COC(=O)C1C2CCC(C1=O)C2 3-oxo-bicyclo[2.2.1]heptane-2-carboxylic acid methyl ester